tert-butyl (3R)-1-(2-(4-cyanophenoxy)-4-(4-fluorophenyl) cyclopentyl)-5,5-difluoropiperidin-3-ylcarbamate C(#N)C1=CC=C(OC2C(CC(C2)C2=CC=C(C=C2)F)N2C[C@@H](CC(C2)(F)F)NC(OC(C)(C)C)=O)C=C1